Tert-Butyl[(1R)-1-(4-Ethoxyphenyl)-2-Hydroxyethyl]Carbamate C(C)(C)(C)OC(N[C@@H](CO)C1=CC=C(C=C1)OCC)=O